1-(1-(4-(3-Chlorophenyl)Piperazin-1-yl)-1-Oxo-3-Phenylpropan-2-yl)Pyrrolidine-2,5-Dione ClC=1C=C(C=CC1)N1CCN(CC1)C(C(CC1=CC=CC=C1)N1C(CCC1=O)=O)=O